tert-butyl 4-[2-(4-aminophenoxy)ethoxy]piperidine-1-carboxylate NC1=CC=C(OCCOC2CCN(CC2)C(=O)OC(C)(C)C)C=C1